2-(dichloromethyl)-6-isopropyl-2,3-dihydroimidazo[1,2-a]pyrazin-2-ol ClC(C1(N=C2N(C=C(N=C2)C(C)C)C1)O)Cl